(S)-3-amino-5-methyl-7-(7-oxa-2-azaspiro[3.5]nonan-2-yl)-2,3-dihydrobenzo[b][1,4]oxazepin-4(5H)-one N[C@@H]1C(N(C2=C(OC1)C=CC(=C2)N2CC1(C2)CCOCC1)C)=O